6-Amino-3-(4'-chloro-1',2'-dihydrospiro[cyclobutane-1,3'-pyrrolo[2,3-b]pyridin]-5'-yl)-2-fluoro-N,N-dimethylbenzamide NC1=CC=C(C(=C1C(=O)N(C)C)F)C=1C(=C2C(=NC1)NCC21CCC1)Cl